4-amino-1-(2-chloro-3-pyridinyl)-7-(trifluoromethoxy)quinazolin-2-one NC1=NC(N(C2=CC(=CC=C12)OC(F)(F)F)C=1C(=NC=CC1)Cl)=O